C1(CCCC1)C1=CN(C=2N=CN=C(C21)NCC2=C(C=C(C=C2)OC)OC)C=2C=C(C=NC2)COC2=CC=C1C=CC(=NC1=C2)N(C)CC2=C(C=C(C=C2)OC)OC 7-{[5-(5-cyclopentyl-4-{[(2,4-dimethoxyphenyl)methyl]amino}-7H-pyrrolo[2,3-d]pyrimidin-7-yl)pyridin-3-yl]methoxy}-N-[(2,4-dimethoxyphenyl)methyl]-N-methylquinolin-2-amine